methyl 2-[3-(4-{4-[3-(2-hydroxyphenyl)-5-methylthieno[2,3-c]pyridazin-6-yl]piperidin-1-yl}-3-methylphenyl)-1,2-oxazol-5-yl]-3-methylbutanoate OC1=C(C=CC=C1)C1=CC2=C(N=N1)SC(=C2C)C2CCN(CC2)C2=C(C=C(C=C2)C2=NOC(=C2)C(C(=O)OC)C(C)C)C